FC(COC(C(=C)C)=O)(C(F)F)F.CNC(CC(=O)NC)=O N1,N3-Dimethyl-malonamide 2,2,3,3-Tetrafluoropropyl-methacrylate